6-(4-(2-(2,6-dioxopiperidin-3-yl)-1,3-dioxoisoindolin-5-yl)piperazin-1-yl)nicotinic acid O=C1NC(CCC1N1C(C2=CC=C(C=C2C1=O)N1CCN(CC1)C1=NC=C(C(=O)O)C=C1)=O)=O